2-butyl-1-octyl sulfate S(=O)(=O)(OCC(CCCCCC)CCCC)[O-]